3-(1-benzylpyrrolidin-3-yl)-N-[(5-chlorothiophen-2-yl)methyl]-1-(furan-3-carbonyl)-1H-pyrazol-5-amine C(C1=CC=CC=C1)N1CC(CC1)C1=NN(C(=C1)NCC=1SC(=CC1)Cl)C(=O)C1=COC=C1